methyl 2-(2-chloro-6-((4-(trifluoromethoxy) pyridin-2-yl) amino) pyrimidin-4-yl)-2-azaspiro[4.5]decane-7-carboxylate ClC1=NC(=CC(=N1)N1CC2(CC1)CC(CCC2)C(=O)OC)NC2=NC=CC(=C2)OC(F)(F)F